1,1,1,3,5,5,5-Heptamethyltrisiloxan C[Si](O[SiH](O[Si](C)(C)C)C)(C)C